C(CC)[NH3+] Monopropylammonium